[O-]S(=O)(=O)C(F)(F)F.C(C=C)(=O)NC[N+](C)(C)C acryloylaminomethyl-trimethylammonium triflate